(3-{1-[(R)-phenyl((3R)-1H,2H,3H,4H-pyrido[2,3-b]pyrazin-3-yl)methoxy]propan-2-yl}phenyl)acetic acid C1(=CC=CC=C1)[C@@H](OCC(C)C=1C=C(C=CC1)CC(=O)O)[C@H]1CNC2=C(N1)N=CC=C2